C(C(=C)C)(=O)NCCC[Si](OC)(OC)OC gamma-methacrylamidopropyltrimethoxysilane